ClC=1C=C(C=CC1Cl)C1(NC2=CC=CC=C2N=C1NCC=1OC=CC1)N 2-(3,4-dichlorophenyl)-N3-(furan-2-ylmethyl)quinoxaline-2,3-diamine